FC1=C(C=C(C=C1)F)[C@@H]1N(CCC1)C1=NC=2N(C=C1)N=CC2C=2NC(=NN2)[C@@H](C)O (R)-1-(5-(5-((R)-2-(2,5-difluorophenyl)pyrrolidin-1-yl)pyrazolo[1,5-a]pyrimidin-3-yl)-4H-1,2,4-triazol-3-yl)ethan-1-ol